(S)-4-(6-methylpyridazin-3-yl)-N1-(oxetan-2-ylmethyl)benzene-1,2-diamine CC1=CC=C(N=N1)C=1C=C(C(=CC1)NC[C@H]1OCC1)N